(R)-1-(5-fluoro-2-(1H-pyrazol-1-yl)phenyl)ethan-1-ol FC=1C=CC(=C(C1)[C@@H](C)O)N1N=CC=C1